1'-((3-fluoro-8-methoxy-4-oxo-4,5-dihydropyrrolo[1,2-a]quinoxalin-7-yl)methyl)-N-methyl-1',2',3',6'-tetrahydro-[3,4'-bipyridine]-6-carboxamide FC=1C=CN2C1C(NC1=CC(=C(C=C21)OC)CN2CCC(=CC2)C=2C=NC(=CC2)C(=O)NC)=O